ClC1=C(C(=O)N[C@H](C(=O)O)CNC(CNC(C2=CC(=CC=C2)NC(=N)N)=O)=O)C(=CC(=C1)C=1SC(=CC1)C)Cl (S)-2-(2,6-dichloro-4-(5-methylthiophen-2-yl)benzamido)-3-(2-(3-guanidinobenzamido)acetamido)propionic acid